methyldi(chloroethyl)ammonia oxide hydrochloride Cl.C[N+](CCCl)(CCCl)[O-]